4-(5-chlorothien-2-yl)-1-(2,4-difluorophenyl)-3-(4-fluorophenyl)-N-(5-hydroxy-4,4-dimethylpentyl)-5-methyl-4,5-dihydro-1H-pyrazole-5-carboxamide ClC1=CC=C(S1)C1C(=NN(C1(C(=O)NCCCC(CO)(C)C)C)C1=C(C=C(C=C1)F)F)C1=CC=C(C=C1)F